1,2-propylene glycol diacrylate C(C=C)(=O)OCC(C)OC(C=C)=O